FC=1C=C2C=3C(=CN(C2=CC1N1CCNCC1)C1CC1)C1=CC(=CC=C1N3)F 2,8-difluoro-3-piperazin-1-yl-5-cyclopropyl-5H-indolo[3,2-c]quinoline